N(=[N+]=[N-])[C@@H](CO[Si](C)(C)C(C)(C)C)C(F)F [(2S)-2-azido-3,3-difluoro-propoxy]-tert-butyl-dimethyl-silane